ClC1=CC2=C(N(CN=C2N2[C@H](CN(CC2)C(COC2=C(C=CC=C2Cl)Cl)=O)C)C=2C(=NC=CC2C)C(C)C)N=C1C1=C(C=CC=C1)F (S)-6-chloro-4-(4-(2-(2,6-dichlorophenoxy)acetyl)-2-methylpiperazin-1-yl)-7-(2-fluorophenyl)-1-(2-isopropyl-4-methylpyridin-3-yl)pyrido[2,3-d]pyrimidin